4-[[4-(1-piperidyl-methyl)-2-pyridyl]oxy]-2-butene-1-ol N1(CCCCC1)CC1=CC(=NC=C1)OCC=CCO